(3AR,5R,6S,6aR)-6-(benzyloxy)-5-((benzyloxy)methyl)-5-(fluoromethyl)-2,2-dimethyltetrahydrofuran C(C1=CC=CC=C1)OC1=CC=CC=C1COC[C@]1(CCC(O1)(C)C)CF